tert-hexyl acrylate C(C=C)(=O)OC(C)(C)CCC